rac-(7S)-7-tert-butyl-N-[rac-(1R)-3-(4-hydroxy-1-piperidyl)-1-[3-[(2-oxopyrrolidin-3-yl)carbamoyl]phenyl]propyl]-5,6,7,8-tetrahydrothiazolo[5,4-b]quinoline-2-carboxamide C(C)(C)(C)[C@@H]1CC=2C=C3C(=NC2CC1)SC(=N3)C(=O)N[C@H](CCN3CCC(CC3)O)C3=CC(=CC=C3)C(NC3C(NCC3)=O)=O |r|